N-(4-amino-2H-pyrazolo[4,3-c]pyridin-7-yl)-2-oxo-2-[rac-(2S,5R)-4-cyclobutyl-5-methyl-2-phenyl-piperazin-1-yl]acetamide NC1=NC=C(C=2C1=CNN2)NC(C(N2[C@H](CN([C@@H](C2)C)C2CCC2)C2=CC=CC=C2)=O)=O |r|